OC1=CC=C(C=C1)C1(CCCCCCCCC1)C1=CC=C(C=C1)O 1,1-bis(4-hydroxyphenyl)cyclodecane